ClC=1C(=NC=C(C1)Cl)N1CCNCC1 1-(3,5-dichloro-2-pyridyl)piperazine